N1-([1,1':3',1''-terphenyl]-2'-yl)-N2-(5-((9-(4-(tert-butyl)pyridin-2-yl)-9H-carbazol-2-yl)oxy)-2',6'-diisopropyl-[1,1'-biphenyl]-3-yl)benzene-1,2-diamine C1(=CC=CC=C1)C1=C(C(=CC=C1)C1=CC=CC=C1)NC=1C(=CC=CC1)NC=1C=C(C=C(C1)OC1=CC=2N(C3=CC=CC=C3C2C=C1)C1=NC=CC(=C1)C(C)(C)C)C1=C(C=CC=C1C(C)C)C(C)C